(3-{4-[(trityl)thio]-phenyl}-3-pyridin-2-yl-propyl)-dimethyl-amine C(C1=CC=CC=C1)(C1=CC=CC=C1)(C1=CC=CC=C1)SC1=CC=C(C=C1)C(CCN(C)C)C1=NC=CC=C1